NC1=NC=CC=2N1C(=NC2C2CN(CC2)CC#CC)C2=C(C=C(C(=O)NC1=NC=CC(=C1)C#N)C=C2)Cl 4-(5-amino-1-(1-(but-2-ynyl)pyrrolidin-3-yl)imidazo[1,5-c]pyrimidin-3-yl)-3-chloro-N-(4-cyanopyridin-2-yl)benzamide